(2S)-2-(CARBAMOYLAMINO)PROPANOIC ACID C(N)(=O)N[C@H](C(=O)O)C